1-Hexyl-2-ethylpyrrolium cyanid [C-]#N.C(CCCCC)[NH+]1C(=CC=C1)CC